3-(dimethylamino)-2,2-dimethylpyrrolidine-1-carboxylic acid tert-butyl ester C(C)(C)(C)OC(=O)N1C(C(CC1)N(C)C)(C)C